ClC(C1=NC(=NO1)C1=CC=C(C=C1)C(COCC=1C=NN(C1)C)=O)(F)F 1-(4-(5-(chlorodifluoromethyl)-1,2,4-oxadiazol-3-yl)phenyl)-2-((1-methyl-1H-pyrazol-4-yl)methoxy)ethan-1-one